C1(CCCCC1)C[C@H](C(=O)N1CC([C@@](CC1)(O)CN1CC=C(C(=C1)C(=O)N1[C@@H](CNCC1)CO)C1=CC=CC=C1)(C)C)C 1-(((R)-1-((R)-3-Cyclohexyl-2-methylpropanoyl)-4-hydroxy-3,3-dimethylpiperidin-4-yl)methyl)-5-((S)-2-(hydroxymethyl)piperazin-1-carbonyl)-4-phenylpyridin